2-(8-acetamido-6-fluoro-5-methyl-1-oxo-1,2,3,4-tetrahydronaphthalen-2-yl)ethyl acetate C(C)(=O)OCCC1C(C2=C(C=C(C(=C2CC1)C)F)NC(C)=O)=O